2-(4-Fluoro-2-isopropyl-6-(2-methoxypyridin-4-yl)phenyl)-N-((3-(hydroxymethyl)phenyl)sulfonyl)acetamide, potassium salt [K].FC1=CC(=C(C(=C1)C1=CC(=NC=C1)OC)CC(=O)NS(=O)(=O)C1=CC(=CC=C1)CO)C(C)C